CC(COP(=S)(OCC(C)C)C(C(=O)O)(C)C)C bis(2-methylpropyloxy)phosphinothioyl-2-methylpropanoic acid